L-3-methylpent-2-enedioic acid CC(=CC(=O)O)CC(=O)O